C(C)(C)(C)OC(=O)N1C=CC2=C(C(=CC(=C12)C)OC)CN1[C@@H](CC(CC1)C1CCC1)C1=CC=C(C=C1)C(=O)OC 4-(((2S)-4-cyclobutyl-2-(4-(methoxycarbonyl)phenyl)piperidin-1-yl)methyl)-5-methoxy-7-Methyl-1H-indole-1-carboxylic acid tert-butyl ester